ClC=1C(=NC(=NC1)NC1CCC(CC1)N)C1=CN=C2N1C=C(C=C2)C2=CC=CC=C2 (1r,4r)-N1-(5-Chloro-4-(6-phenylimidazo[1,2-a]pyridin-3-yl)pyrimidin-2-yl)cyclohexane-1,4-diamine